C(\C=C(/C)\CCC=C(C)C)C(=O)O.CC1(CC(N(O1)CC1=CC=C(C=C1)C1=NOC(=N1)C(F)(F)F)=O)C 5,5-dimethyl-2-[[4-[5-(trifluoromethyl)-1,2,4-oxadiazol-3-yl]phenyl]methyl]isoxazolidin-3-one geranylformate